2-[3-(2-methyl-5-nitro-phenyl)sulfonylpropyl]pyridine CC1=C(C=C(C=C1)[N+](=O)[O-])S(=O)(=O)CCCC1=NC=CC=C1